ethyl 2-((3bS,4aS)-3-(trifluoromethyl)-3b,4,4a,5-tetrahydro-1H-cyclopropa[3,4]cyclopenta[1,2-c]pyrazol-1-yl)acetate FC(C=1C2=C(N(N1)CC(=O)OCC)C[C@H]1[C@@H]2C1)(F)F